((1R,4S)-4-aminocyclopent-2-en-1-yl)methanol N[C@@H]1C=C[C@@H](C1)CO